tert-butyl 4-(2-{5-[2-(cyclopentylamino)pyridin-4-yl]-4-(4-fluorophenyl)-1H-imidazol-1-yl}acetyl)piperazine-1-carboxylate C1(CCCC1)NC1=NC=CC(=C1)C1=C(N=CN1CC(=O)N1CCN(CC1)C(=O)OC(C)(C)C)C1=CC=C(C=C1)F